O[C@H]1[C@H](O[C@@]2([C@@H](CCO2)NC(=O)C=2OC3=C(C2)C=CC=C3)[C@@H]([C@H]1N1N=NC(=C1)C1=CC(=C(C(=C1)F)F)F)O)CO N-((4R,5S,7R,8R,9S,10R)-8,10-dihydroxy-7-(hydroxymethyl)-9-(4-(3,4,5-trifluorophenyl)-1H-1,2,3-triazol-1-yl)-1,6-dioxaspiro[4.5]dec-4-yl)benzofuran-2-carboxamide